isopropyl (S)-6-diazo-2-((S)-2-hydroxy-2-(1-methyl-1H-imidazol-4-yl)acetamido)-5-oxohexanoate [N+](=[N-])=CC(CC[C@@H](C(=O)OC(C)C)NC([C@H](C=1N=CN(C1)C)O)=O)=O